(S)-2-(8-methyl-4-oxo-benzo[d][1,2,3]triazin-3(4H)-yl)-N-(1-p-tolylethyl)acetamide CC1=CC=CC2=C1N=NN(C2=O)CC(=O)N[C@@H](C)C2=CC=C(C=C2)C